CNC(=O)[C@@H]1C[C@H](NC1)C(=O)O trans-4-methylcarbamoyl-proline